didecyl-hydroxyethyl-methyl-ammonium chloride [Cl-].C(CCCCCCCCC)[N+](C)(CCO)CCCCCCCCCC